C(C)(C)(C)OC(=O)N1CCC(CC1)C(CC(=O)O)NC(C1=CC(=CC=C1)C1=NOC(=N1)C)=O 3-(1-tert-butoxycarbonyl-4-piperidyl)-3-[[3-(5-methyl-1,2,4-oxadiazol-3-yl)benzoyl]amino]propanoic acid